FC(C1=CC=C(CNC2=CC=C(C=C2)NC(CCC#C)=O)C=C1)(F)F N-(4-((4-(Trifluoromethyl)benzyl)amino)phenyl)pent-4-ynamid